6-chloro-N-[5-(2,2-difluoroethyl)-4,6-dimethoxy-pyrimidin-2-yl]-7-(5-methylpyrazin-2-yl)-1H-indole-3-sulfonamide ClC1=CC=C2C(=CNC2=C1C1=NC=C(N=C1)C)S(=O)(=O)NC1=NC(=C(C(=N1)OC)CC(F)F)OC